benzyl (2R,4R)-2-(5-((+)-1-amino-3-cyclopropyl-1-(pyridin-4-yl) propyl)-2-fluorophenylcarbamoyl)-4-ethoxypyrrolidine-1-carboxylate NC(CCC1CC1)(C1=CC=NC=C1)C=1C=CC(=C(C1)NC(=O)[C@@H]1N(C[C@@H](C1)OCC)C(=O)OCC1=CC=CC=C1)F